diisobutyl 2,3-diethylsuccinate C(C)C(C(=O)OCC(C)C)C(C(=O)OCC(C)C)CC